diphenylmethylmethacrylat C1(=CC=CC=C1)C(C1=CC=CC=C1)OC(C(=C)C)=O